N(C1=CC=CC=C1)CC(C(=O)O)C 3-anilino-2-methyl-propanoic acid